N-(3-Methoxy-1-(naphthalen-1-yl)propyl)-2-methyl-5-nitrobenzamide COCCC(C1=CC=CC2=CC=CC=C12)NC(C1=C(C=CC(=C1)[N+](=O)[O-])C)=O